dicyclohexyl-methanediol C1(CCCCC1)C(O)(O)C1CCCCC1